CN1C(=NC=C1C)C1=NC=CC(=C1)C=1C=NC=C(C1)S(=O)(=O)C N,5-Dimethyl-2-[5-(methylsulfonyl)-3,4'-bipyridin-2'-yl]-1H-imidazole